CC(C(=O)OCCCCCC)(C)C hexyl 2,2-dimethylpropionate